azetidine-3-amine N1CC(C1)N